3-pentafluoropropoxy-2-((pentafluoropropoxy)methyl)propanol FC(CC(F)(F)F)(OCC(CO)COC(CC(F)(F)F)(F)F)F